(S)-1-(3-(4-amino-7-(difluoromethyl)-3-((3,5-dimethoxyphenyl)ethynyl)-1H-pyrazolo[4,3-c]pyridin-1-yl)pyrrolidin-1-yl)prop-2-en-1-one NC1=NC=C(C2=C1C(=NN2[C@@H]2CN(CC2)C(C=C)=O)C#CC2=CC(=CC(=C2)OC)OC)C(F)F